ClC=1C=C(C(=C2C(N(CC12)[C@H]1C(NC(CC1)=O)=O)=O)F)CNC(OC1CC(C1)N1C(=NC=2C1=NC=CC2)C(F)(F)F)=O (1r,3r)-3-(2-(trifluoromethyl)-3H-imidazo[4,5-b]pyridin-3-yl)cyclobutyl ((7-chloro-2-(2,6-dioxopiperidin-3-yl)-4-fluoro-3-oxoisoindolin-5-yl)methyl)carbamate